CC1=C(N=CN1C1=NC=C(N=C1)C)C#C[Si](C)(C)C 5-methyl-1-(5-methylpyrazin-2-yl)-4-((trimethylsilyl)ethynyl)-1H-imidazole